Br[C@@H](COC(C(=O)OCC1=CC=CC=C1)C(=O)OC(C)(C)C)C 1-benzyl 3-(tert-butyl) 2-((R)-2-bromopropoxy)malonate